1-hydroxy-2-methyl-naphthalene OC1=C(C=CC2=CC=CC=C12)C